2-CYCLOPENTYLPROPANOIC ACID C1(CCCC1)C(C(=O)O)C